N[C@H]1CN(CCC1)C(=O)C=1C=CC=2N(C1)N=C(C2C)C=2N(C1=CC(=CC=C1C2)C2=CC=C(C=C2)CNS(=O)(=O)C)CC2CC2 N-{[4-(2-{6-[(3R)-3-aminopiperidine-1-carbonyl]-3-methylpyrazolo[1,5-a]pyridin-2-yl}-1-(cyclopropylmethyl)-1H-indol-6-yl)phenyl]methyl}methanesulfonamide